C(C)(C)(C)OC(=O)N[C@@H](C(=O)O)CC(N1CCCC1)=O (R)-2-((tert-butoxycarbonyl)amino)-4-oxo-4-(pyrrolidin-1-yl)butanoic acid